4-(5-((1-(3-fluoro-2-methylbenzyl)piperidin-3-yl)methyl)-1,2,4-oxadiazol-3-yl)aniline FC=1C(=C(CN2CC(CCC2)CC2=NC(=NO2)C2=CC=C(N)C=C2)C=CC1)C